6-((R)-3-(6-((3s,4r)-4-(4-amino-5-chloro-2-methoxybenzamido)-3-methoxypiperidin-1-yl)-N-methylhexanamido)piperidin-1-yl)hexanoic acid NC1=CC(=C(C(=O)N[C@H]2[C@H](CN(CC2)CCCCCC(=O)N(C)[C@H]2CN(CCC2)CCCCCC(=O)O)OC)C=C1Cl)OC